[3-(4-bromophenyl)cyclobutyl]methanol BrC1=CC=C(C=C1)C1CC(C1)CO